ClC=1C(NN=CC1N1C[C@@H](CC1)OC1=NC=CC=C1NC1=CC(=NN1C)C(C)C)=O (R)-4-chloro-5-(3-((3-((3-isopropyl-1-methyl-1H-pyrazol-5-yl)amino)pyridin-2-yl)oxy)pyrrolidin-1-yl)pyridazin-3(2H)-one